C[Si](CCCN=C(CC(C)C)C)(OC)OC 3-methyldimethoxysilyl-N-(1,3-dimethylbutylidene)-propylamine